C(C)(=O)O.C(C=1C(O)=CC=CC1)N Salicylamine acetate